C(CCCCC)C(O)C(O)CO hexyl-glycerin